7-amino-9-fluorenone NC1=CC=C2C=3C=CC=CC3C(C2=C1)=O